BrC1=C(C=CC=C1)N1CCC(CC1)C1=C(N=CN1COCC[Si](C)(C)C)C 1-(2-bromophenyl)-4-(4-methyl-1-((2-(trimethylsilyl)ethoxy)methyl)-1H-imidazol-5-yl)piperidine